(2S,4R)-N-((R)-1-(4-carbamimidoylthiophen-2-yl)ethyl)-4-(difluoromethoxy)-1-((4-(4-(difluoromethyl)phenoxy)benzoyl)glycyl)pyrrolidine-2-carboxamide hydrochloride Cl.C(N)(=N)C=1C=C(SC1)[C@@H](C)NC(=O)[C@H]1N(C[C@@H](C1)OC(F)F)C(CNC(C1=CC=C(C=C1)OC1=CC=C(C=C1)C(F)F)=O)=O